1-palmitoyl-2-oleoyl-sn-glycero-3-phosphoryl-L-serine C(CCCCCCCCCCCCCCC)(=O)OC[C@@H](OC(CCCCCCC\C=C/CCCCCCCC)=O)COP(=O)(O)OC[C@H](N)C(=O)O